(±)-Ethyl 4-[1-amino-3-[tert-butoxycarbonyl(methyl)amino]propyl]benzoate N[C@H](CCN(C)C(=O)OC(C)(C)C)C1=CC=C(C(=O)OCC)C=C1 |r|